6-ethyloctanol C(C)C(CCCCCO)CC